CC1CN=C2N1C1=CC=C(C=C1C(N2)=O)S(=O)(=O)NC2(CC2)C 1-methyl-N-(1-methylcyclopropyl)-5-oxo-1,2,4,5-tetrahydroimidazo[1,2-a]quinazoline-7-sulfonamide